1-(3-(3-(1H-imidazol-1-yl)quinoxaline-6-carbonyl)-4-fluorophenyl)-3-(4-chloro-3-fluorophenyl)urea N1(C=NC=C1)C=1C=NC2=CC=C(C=C2N1)C(=O)C=1C=C(C=CC1F)NC(=O)NC1=CC(=C(C=C1)Cl)F